C1(CC1)N(C1=NC=NC(=C1F)NCC1=NC=C(C=C1)S(=O)(=O)C)CC=1C=NC(=CC1)C(F)(F)F N4-cyclopropyl-5-fluoro-N6-[(5-methylsulfonyl-2-pyridyl)methyl]-N4-[[6-(trifluoromethyl)-3-pyridyl]methyl]pyrimidine-4,6-diamine